N-(2,2-difluoro-1,3-benzodioxol-4-yl)-6-methoxy-1H-indole-3-sulfonamide FC1(OC2=C(O1)C=CC=C2NS(=O)(=O)C2=CNC1=CC(=CC=C21)OC)F